N-(benzo[d][1,2]thiazepin-3-yl)-4-(4-chlorophenyl)benzamide C1=NS(C=CC2=C1C=CC=C2)NC(C2=CC=C(C=C2)C2=CC=C(C=C2)Cl)=O